BrC=1C(=CC2=C(OCCN2C2=NN(C3=C2CN(CC3)C(C)=O)C3CCOCC3)C1)C(F)F 1-(3-(7-bromo-6-(difluoromethyl)-2,3-dihydro-4H-benzo[b][1,4]oxazin-4-yl)-1-(tetrahydro-2H-pyran-4-yl)-1,4,6,7-tetrahydro-5H-pyrazolo[4,3-c]pyridin-5-yl)ethan-1-one